2-(2-((3,4-dimethyl-2-oxo-7-((2,4,6-trifluorobenzyl)carbamoyl)-3,4-dihydroquinazolin-1(2H)-yl)methyl)-3-fluorophenoxy)acetic acid CN1C(N(C2=CC(=CC=C2C1C)C(NCC1=C(C=C(C=C1F)F)F)=O)CC1=C(OCC(=O)O)C=CC=C1F)=O